C(C1=CC=CC=C1)SC(CCCCC(=O)O)CCSC(C1=CC=CC=C1)O 6-(benzylthio)-8-[(hydroxyphenylmethyl)thio]octanoic acid